4-[3-(cyclobutyloxy)-6-nitro-2-(trifluoromethyl)phenyl]-1-(oxan-2-yl)-1H-pyrazole C1(CCC1)OC=1C(=C(C(=CC1)[N+](=O)[O-])C=1C=NN(C1)C1OCCCC1)C(F)(F)F